C(C1=CC=CC=C1)OC=1C(C=CN2N([C@H]3N(C(C21)=O)CCOC3)C(C3=C(C=CC=C3)SC)C3=CC(=C(C=C3)F)F)=O (12aR)-7-benzyloxy-12-[(3,4-difluorophenyl)(2-methylsulfanylphenyl)methyl]-3,4,12,12a-tetrahydro-1H-[1,4]oxazino[3,4-c]pyrido[2,1-f][1,2,4]triazine-6,8-dione